FC(C)(F)C1=NC(=CC(=N1)NC1=CC(=NC=C1N1N=CC(=C1)OC)NC(C)=O)C N-(4-((2-(1,1-difluoroethyl)-6-methylpyrimidin-4-yl)amino)-5-(4-methoxy-1H-pyrazol-1-yl)pyridin-2-yl)acetamide